ClC=1N=C(SC1CC1=CC(=CC=C1)F)N 4-chloro-5-(3-fluorobenzyl)thiazol-2-amine